1-(4-fluoro-3-pentafluoroethyl-phenyl)-1-tosylmethyl isocyanide FC1=C(C=C(C=C1)C(S(=O)(=O)C1=CC=C(C)C=C1)[N+]#[C-])C(C(F)(F)F)(F)F